[Si](C)(C)(C(C)(C)C)O[C@@H]1[C@H](O[C@H]([C@@H]1F)N1C2=NC=NC(=C2N=C1)O)COP1(SCCS1)=S 2-(((2R,3R,4R,5R)-3-((tert-butyldimethylsilyl)oxy)-4-fluoro-5-(6-hydroxy-9H-purin-9-yl)tetrahydrofuran-2-yl)methoxy)-1,3,2-dithiaphospholane 2-sulfide